ClC=1N=C(C=2N=CN([C@H]3[C@H](O)[C@H](O)[C@@H](CO)O3)C2N1)N 2-chloroadenosine